FC=1C(=CC=2C3=C(NC(C2C1)=O)COCC3N(C(=O)C=3NC1=C(C=CC=C1C3)F)C)F N-(8,9-Difluoro-6-oxo-1,4,5,6-tetrahydro-2H-pyrano[3,4-c]isoquinolin-1-yl)-7-fluoro-N-methyl-1H-indole-2-carboxamide